ClC1=NC(=C2N=CNC2=N1)NC1=CC(=CC=C1)OC 2-Chloro-N-(3-methoxyphenyl)-9H-purine-6-amine